4-({(2R)-3-amino-2-[2-(aminomethyl)benzyl]propyl}amino)-5-chloro-2-fluoro-N-(1,3-thiazol-2-yl)benzenesulfonamide NC[C@H](CNC1=CC(=C(C=C1Cl)S(=O)(=O)NC=1SC=CN1)F)CC1=C(C=CC=C1)CN